2-(7-(Azetidin-3-yl)-4-Isopropyl-1-Oxopyrrolo[1,2-d][1,2,4]Triazin-2(1H)-yl)-N-(Pyrimidin-4-yl)Acetamide N1CC(C1)C=1C=C2N(C(=NN(C2=O)CC(=O)NC2=NC=NC=C2)C(C)C)C1